O=C1N(CC2=C(C=CC=C12)SCC=1OC(=CC1)COC1C2(CCC(C1)C2(C)C)C)C2C(NC(CC2)=O)=O 3-(1-oxo-4-(((5-(((1,7,7-trimethylbicyclo[2.2.1]heptan-2-yl)oxy)methyl)furan-2-yl)methyl)thio)isoindolin-2-yl)piperidine-2,6-dione